2,3,5,6,7,8-hexahydro[1,2,4]triazolo[4,3-a]pyridine-5-carboxylate N=1NCN2C1CCCC2C(=O)[O-]